(E)-2-(2-cyanovinyl)-4-octylbenzoic acid C(#N)/C=C/C1=C(C(=O)O)C=CC(=C1)CCCCCCCC